2-methyl-4-((6-((2-methyl-6-(trifluoromethyl)pyridin-3-yl)sulfonyl)-2,6-diazaspiro[3.3]heptan-2-yl)methyl)oxazole CC=1OC=C(N1)CN1CC2(C1)CN(C2)S(=O)(=O)C=2C(=NC(=CC2)C(F)(F)F)C